N-(3-((1S,3R)-3-(4-isopropyl-2-oxo-2,3-dihydro-1H-imidazol-1-yl)cyclopentyl)-1H-pyrazol-5-yl)-2-(3-methylisoxazol-5-yl)acetamide C(C)(C)C=1NC(N(C1)[C@H]1C[C@H](CC1)C1=NNC(=C1)NC(CC1=CC(=NO1)C)=O)=O